C1(CCCCC1)C=1C=C(C=C(C1)C1CCCCC1)NC1=C(C=C(C(=O)O)C=C1)C 4-((3,5-dicyclohexylphenyl)amino)-3-methylbenzoic acid